FC(C1=NN=C(O1)C=1C=CC(=NC1)CN1C(N(C2=C1C=C(C(=C2)C=2OC(=CC2)C)F)C)=O)F 1-((5-(5-(difluoromethyl)-1,3,4-oxadiazol-2-yl)pyridin-2-yl)methyl)-6-fluoro-3-methyl-5-(5-methylfuran-2-yl)-1,3-dihydro-2H-benzo[d]imidazol-2-one